6-chloro-2-(2-methyl-3-nitrophenyl)benzo[d]oxazole ClC1=CC2=C(N=C(O2)C2=C(C(=CC=C2)[N+](=O)[O-])C)C=C1